FC(C(C(F)(F)F)(C1=CC(=C(C=C1)O)N)C1=CC(=C(C=C1)O)N)(F)F 4,4'-(Hexafluoroisopropylidene)bis(2-aminophenol)